4-((5-(3-hydroxy-2-oxo-3-(trifluoromethyl)indolin-1-yl)pyridin-3-yl)methyl)phthalazin-1(2H)-one OC1(C(N(C2=CC=CC=C12)C=1C=C(C=NC1)CC1=NNC(C2=CC=CC=C12)=O)=O)C(F)(F)F